P([O-])(=O)(Cl)Cl phosphorodichloridate